P(O)(=O)(OP(=O)(O)O)OC[C@@H]1[C@H]([C@H]([C@@](O1)(N1C=NC=2C(=O)NC(N)=NC12)C)O)OCC#C methyl 3'-O-propargyl Guanosine-5'-diphosphate